2-methyl-4-phenylpiperidine CC1NCCC(C1)C1=CC=CC=C1